(5-fluoro-4-oxazol-2-yl-pyrimidin-2-yl)piperidine-4-carboxylic acid FC=1C(=NC(=NC1)N1CCC(CC1)C(=O)O)C=1OC=CN1